4-cyclohexyl-1,2,3-thiadiazole C1(CCCCC1)C=1N=NSC1